NC1=C2C(=NC=N1)N(N=C2C2=CC=C(C=C2)C(C)=O)C(C)C 1-(4-(4-amino-1-isopropyl-1H-pyrazolo[3,4-d]pyrimidin-3-yl)phenyl)ethanone